2-(cyanoethylmethyl)imidazolium C(#N)CCCC=1NC=C[NH+]1